2,6-dimethylpyrimidin-4(3H)-one CC1=NC(=CC(N1)=O)C